FC=C1[C@@H](O[C@@H]([C@H]1O)CO)N1C(=O)N=C(N)C=C1 2'-Deoxy-2'-(fluoromethylene)cytidine